CC(CC(C)OC1=C(C=C(C=C1)F)Br)OC1=C(C=C(C=C1)F)Br rac-4,4'-pentane-2,4-diylbis(oxy)bis(3-bromo-1-fluorobenzene)